ethyl 3-((1S,3r)-3-((((3aR,4R,6R,6aR)-6-(6-amino-9H-purin-9-yl)-2,2-dimethyltetrahydrofuro[3,4-d][1,3]dioxol-4-yl)methyl) (isopropyl)amino)cyclobutyl)propanoate NC1=C2N=CN(C2=NC=N1)[C@@H]1O[C@@H]([C@@H]2[C@H]1OC(O2)(C)C)CN(C2CC(C2)CCC(=O)OCC)C(C)C